CSCCN1C(NC2=NC=NC=C12)=O 7-(2-(methylthio)ethyl)-7,9-dihydro-8H-purin-8-one